ClC1=C(C(=O)NCC(=O)N2CCC(CC2)CN2CCN(CC2)C(=O)OC(C)(C)C)C=CC(=C1)B1OC(C(O1)(C)C)(C)C tert-butyl 4-((1-((2-chloro-4-(4,4,5,5-tetramethyl-1,3,2-dioxaborolan-2-yl)benzoyl)glycyl)piperidin-4-yl)methyl)piperazine-1-carboxylate